NC1=C(C=C(C=C1)CCN1[C@@H](O[C@H](C1=O)C)C=1C(=NN(C1)C1=CC=C(C=C1)Br)C1=CC=C(C=C1)F)[N+](=O)[O-] (2S,5S)-3-(4-amino-3-nitrophenylethyl)-2-(1-(4-bromophenyl)-3-(4-fluorophenyl)-1H-pyrazol-4-yl)-5-methyloxazolidin-4-one